(7s,8as)-7-(3-(3-fluoro-2-methylphenyl)propyl)hexahydropyrrolo[1,2-a]pyrazin-6(2H)-one FC=1C(=C(C=CC1)CCC[C@H]1C[C@@H]2N(CCNC2)C1=O)C